Cl.ClC1=CC(=CC=2C3=CC=CC(=C3C(NC12)=O)OC)OC 4-chloro-2,7-dimethoxy-6(5H)-phenanthridinone hydrochloride